C1(=CC=CC=C1)C(C(C(=O)O[2H])(O[2H])[2H])([2H])[2H] 3-phenyllactic acid-d5